C(C)(C)(C)OC(=O)NC1=NC=C(C(=C1)N1N=CC(=C1C(F)(F)F)C(=O)OCC)C ethyl 1-(2-((tert-butoxycarbonyl)amino)-5-methylpyridin-4-yl)-5-(trifluoromethyl)-1H-pyrazole-4-carboxylate